N1(CCC1)CC=1C(=C(C=CC1)C=1N=NNC1)Cl 4-(3-(azetidin-1-ylmethyl)-2-chlorophenyl)-1H-1,2,3-triazol